1,3,5-trimethyl-4-(4,4,5,5-tetramethyl-1,3,2-dioxaborolane-2-yl)-1H-pyrazole CN1N=C(C(=C1C)B1OC(C(O1)(C)C)(C)C)C